CC1=C(C(=CC(=C1)C)C)NC(CCC)=O N-(2,4,6-trimethylphenyl)butanamide